COC(=O)C=1SC2=C(C1C=1C(=CC3=C(CCCO3)C1F)F)C=CC(=C2)F 3-(5,7-difluoro-3,4-dihydro-2H-1-benzopyran-6-yl)-6-fluoro-1-benzothiophene-2-carboxylic acid methyl ester